2-(spiro[chromane-3,1'-cyclopentane]-7-yl)acetic acid C12(CCCC1)COC1=CC(=CC=C1C2)CC(=O)O